4-iodo-1-isopropyl-3,5-dimethyl-1H-pyrazole IC=1C(=NN(C1C)C(C)C)C